C(C)(C)(C)C1=CC=C(C=C1)C=1C=CC2=C(N=NC=3C=CC=CC23)C1 3-(4-(Tert-butyl)phenyl)benzo[C]cinnoline